1-(4-bromophenyl)-1,3-diazine-2,4-dione BrC1=CC=C(C=C1)N1C(NC(C=C1)=O)=O